(S)-4-(4-(4-(4-bromobutoxy)phenyl)-3-methylpiperazin-1-yl)-2-(trifluoromethyl)-benzonitrile BrCCCCOC1=CC=C(C=C1)N1[C@H](CN(CC1)C1=CC(=C(C#N)C=C1)C(F)(F)F)C